[O-2].[O-2].[O-2].[O-2].[Mn+2].[Fe+2] iron manganese tetraoxide